N-bis(1-oxyl-2,2,6,6-tetramethylpiperidin-4-yl)dodecylsuccinimide ON1C(CC(CC1(C)C)C(CCCCCCCCCCCN1C(CCC1=O)=O)C1CC(N(C(C1)(C)C)O)(C)C)(C)C